ClC=1C=C(C=NC1OCC1(CC1)C(F)(F)F)C(=O)N1CCN(CC1)C=1OC=2C(=NC(=CC2)C)N1 (5-chloro-6-((1-(trifluoromethyl)cyclopropyl)methoxy)pyridin-3-yl)(4-(5-methyloxazolo[4,5-b]pyridin-2-yl)piperazin-1-yl)methanone